CC=1C(=C(C=C(C1)C)CC1=C(C(=CC(=C1)C)C)OC1=C(C=CC=C1)C=CC)OC1=C(C=CC=C1)C=CC bis[3,5-dimethyl-(o-propenylphenoxy)phenyl]-methane